FC=1C=C(C=CC1)C=1N=CC(=NC1)CO (5-(3-fluorophenyl)pyrazin-2-yl)methanol